N[C@H](CC1=CC=CC=C1)O (S)-amino-2-phenylethan-1-ol